ethyl (2E)-3-[4-methyl-1-(2,2,2-trifluoroethyl)-1H-benzotriazol-5-yl]prop-2-enoate CC1=C(C=CC=2N(N=NC21)CC(F)(F)F)/C=C/C(=O)OCC